8-bromo-6-chloro-2-cyclopropyl-imidazo[1,2-b]pyridazine BrC=1C=2N(N=C(C1)Cl)C=C(N2)C2CC2